N-[(1s,3s)-3-(methylamino)cyclobutyl]propane-1-sulfonamide CNC1CC(C1)NS(=O)(=O)CCC